(S)-2-((1-(1-(4-chloro-2-fluorobenzyl)-4-methyl-1H-pyrazole-3-carbonyl)piperidin-4-yl)methyl)-3-(oxetan-2-ylmethyl)-3H-imidazo[4,5-b]pyridine-5-carboxylic acid ClC1=CC(=C(CN2N=C(C(=C2)C)C(=O)N2CCC(CC2)CC2=NC=3C(=NC(=CC3)C(=O)O)N2C[C@H]2OCC2)C=C1)F